C1(CC1)COC(COC1=C(C=CC=C1)OC1=C(C=C(C(=C1)N1C(N(C(=CC1=O)C(F)(F)F)C)=O)F)C#N)=O Cyclopropylmethyl-(2-{2-cyano-4-fluoro-5-[3-methyl-2,6-dioxo-4-(trifluoromethyl)-3,6-dihydropyrimidin-1(2H)-yl]phenoxy}phenoxy)acetat